tert-Butyl 5-[(4-{[tert-butyl(dimethyl)silyl]oxy}phenyl)amino]-1H-indole-1-carboxylate [Si](C)(C)(C(C)(C)C)OC1=CC=C(C=C1)NC=1C=C2C=CN(C2=CC1)C(=O)OC(C)(C)C